di-ethylhexyl-phenol C(C)C1=C(C(=C(C=C1)O)CCCCCC)CC